(4-hydroxy-3-methylphenyl)fluorene OC1=C(C=C(C=C1)C1=CC=CC=2C3=CC=CC=C3CC12)C